1-((tert-butyldimethylsilyl)oxy)heptadecan-5-yl (3-(diethylamino)propyl) carbonate C(OC(CCCCO[Si](C)(C)C(C)(C)C)CCCCCCCCCCCC)(OCCCN(CC)CC)=O